ClC=1N=C(C2=C(N1)N(C=C2)[C@H]2[C@@H]([C@@H]([C@H](O2)CS(=O)(=O)CP(O)(O)=O)O)O)N[C@H](C)C2=CC=C(C=C2)C [(2S,3S,4R,5R)-5-[2-chloro-4-[[(1R)-1-(p-tolyl)ethyl]amino]-pyrrolo[2,3-d]-pyrimidin-7-yl]-3,4-dihydroxy-tetrahydro-furan-2-yl]methyl-sulfonylmethylphosphonic acid